N-(3-ethoxypyridin-2-yl)-4-(5-ethoxypyridin-2-yl)thiazol-2-amine C(C)OC=1C(=NC=CC1)NC=1SC=C(N1)C1=NC=C(C=C1)OCC